BrC=1C(=NC=C(C1)F)C(F)F 3-bromo-2-(difluoromethyl)-5-fluoro-pyridine